2-(1-(Fluoromethyl)-2-oxabicyclo[2.1.1]hexan-4-yl)-7-isopropoxy-N-(pyrazolo[1,5-a]pyrimidin-3-yl)imidazo[1,2-a]pyrimidine-6-carboxamide FCC12OCC(C1)(C2)C=2N=C1N(C=C(C(=N1)OC(C)C)C(=O)NC=1C=NN3C1N=CC=C3)C2